methyl (S)-2-(2-(1H-pyrazol-1-yl)ethyl)-7-methyl-3-(2-oxoethyl)-3,7,8,9-tetrahydro-6H-imidazo[4,5-f]quinoline-6-carboxylate N1(N=CC=C1)CCC=1N(C=2C(=C3CC[C@@H](N(C3=CC2)C(=O)OC)C)N1)CC=O